6-(2-chlorophenoxy)-2-({4-[2-(diethylamino)ethoxy]phenyl}amino)-8-methylpyrido[2,3-d]pyrimidin-7(8H)-one ClC1=C(OC2=CC3=C(N=C(N=C3)NC3=CC=C(C=C3)OCCN(CC)CC)N(C2=O)C)C=CC=C1